COC(=O)C1N(CCC1)C(=O)OC(C)(C)C pyrrolidine-1,2-dicarboxylic acid 1-tert-butyl 2-methyl ester